OC1=C(C=C(C(=C1)S(=O)(=O)O)O)CN(C(C)=O)CC1=C(C=C(C(=C1)O)S(=O)(=O)O)O N,N-bis(2,5-dihydroxy-4-sulfophenylmethyl)acetamide